4-methoxy-6-(4-(2-((3s,5r)-3-methyl-5-(4-methyl-1-oxo-1,3-dihydroisobenzofuran-5-yl)piperazin-1-yl)ethyl)-1H-pyrazol-1-yl)pyridine-3-carbonitrile COC1=C(C=NC(=C1)N1N=CC(=C1)CCN1C[C@@H](N[C@@H](C1)C=1C(=C2COC(C2=CC1)=O)C)C)C#N